NC1=NC=CC(=C1)C=1C=C2C(=NNC2=C(C1)C1=CC=NN1)N 5-(2-aminopyridin-4-yl)-7-(1H-pyrazol-5-yl)-1H-indazol-3-amine